C=CCN1CCCC1=O N-allyl-2-pyrrolidone